FC1=C(C=C(C=C1)C1=CC=C(S1)CC1=C2N=C(C(=NC2=CC=C1)C(=O)N)C1=CC(=CC=C1)F)C ((5-(4-fluoro-3-methylphenyl)thiophen-2-yl)methyl)-(3-fluorophenyl)quinoxaline-2-carboxamide